1-(5-bromo-2-methyl-3-pyridyl)cyclopropanol BrC=1C=C(C(=NC1)C)C1(CC1)O